Cl.N[C@H](CC1=C(C2=NC(=CC(=C2S1)NCC=1SC=CN1)Cl)C1CC1)CC 2-[(2S)-2-aminobutyl]-5-chloro-3-cyclopropyl-N-[(1,3-thiazol-2-yl)methyl]thieno[3,2-b]pyridin-7-amine hydrochloride